O=C1N(C=CC=C1)C=1C(N(C(C1)=O)CC1CCOCC1)=O 3-(2-Oxopyridin-1(2H)-yl)-1-((tetrahydro-2H-pyran-4-yl)methyl)-1H-pyrrole-2,5-dione